1-(1-(azetidin-3-yl)piperidin-4-yl)-3-(4-(4-methoxyphenoxy)phenyl)-1H-pyrazolo[3,4-d]pyrimidin-4-amine N1CC(C1)N1CCC(CC1)N1N=C(C=2C1=NC=NC2N)C2=CC=C(C=C2)OC2=CC=C(C=C2)OC